CC1=C(C(=O)N)C=C(C=C1)C1=CC=C2C(=C1)N(CC21CCOCC1)C 2-methyl-5-(1-methyl-2',3',5',6'-tetrahydrospiro[indoline-3,4'-pyran]-6-yl)benzamide